3-isobutyl-1(3H)-isobenzofuranone C(C(C)C)C1OC(C2=CC=CC=C12)=O